3-difluoromethyl-N-[(3R)-7-fluoro-1,1,3-trimethyl-4-indanyl]-1-methyl-4-pyrazolecarboxamide FC(C1=NN(C=C1C(=O)NC1=C2[C@@H](CC(C2=C(C=C1)F)(C)C)C)C)F